pyridin-4-yl-acetamide hydrochloride Cl.N1=CC=C(C=C1)CC(=O)N